O1CN(C=C1)CC(=O)O 2-oxazol-3-ylacetic acid